ClC1=C(C(=C(C=C1OC)OC)Cl)C=1NC(C2=C(N1)C=NC(=C2)NC2=C(C=CC=C2C)NC(C=C)=O)=O N-(2-((2-(2,6-dichloro-3,5-dimethoxyphenyl)-4-oxo-3,4-dihydropyrido[3,4-d]pyrimidin-6-yl)amino)-3-methylphenyl)acrylamide